(1S,3S,4R)-3-amino-N-((S)-(2,3-dichloro-6-fluorophenyl)((1R,3r,5S)-3-methylbicyclo[3.1.0]hex-3-yl)methyl)-4-hydroxycyclopentane-1-carboxamide N[C@H]1C[C@@H](C[C@H]1O)C(=O)N[C@@H](C1(C[C@H]2C[C@H]2C1)C)C1=C(C(=CC=C1F)Cl)Cl